FC=1C=C(C=CC1)C#CC1=CC=C(C=C1)C=1OC(=NN1)C(CC)CC 2-(4-((3-fluorophenyl)ethynyl)phenyl)-5-(pentan-3-yl)-1,3,4-oxadiazole